ethylene bis(3-mercaptopropionate) SCCC(=O)OCCOC(CCS)=O